FC=1C=C2C(=NC1)NC=C2CCNCC2=C(C=CC=C2)F 2-(5-fluoro-1H-pyrrolo[2,3-b]pyridin-3-yl)-N-(2-fluorobenzyl)ethan-1-amine